C(C)(C)(C)S(=O)N S-(-)-tert-butylsulfinamide